tert-butyl (2-((tert-butoxy((R)-2-((tert-butyldimethylsilyl)oxy)-3-(octadecyloxy)propoxy)phosphoryl)oxy)ethyl)carbamate C(C)(C)(C)OP(=O)(OC[C@@H](COCCCCCCCCCCCCCCCCCC)O[Si](C)(C)C(C)(C)C)OCCNC(OC(C)(C)C)=O